C[SH2]1=CC=CC=C1 (methyl)-λ6-thiainine